[La].[Sr].[Sn] tin strontium lanthanum